C(C(O)C(C(=O)O)CC(=O)O)(=O)O (2S,3S)-isocitric acid